2-(1-methyl-1H-indazol-5-yl)ethan-1-amine CN1N=CC2=CC(=CC=C12)CCN